nitrocresyl-ammonium [N+](=O)([O-])[NH2+]C1=CC=C(C=C1)C